FC(\C(\CC(C)=O)=C/S)(F)F (Z)-4-trifluoromethyl-5-sulfanyl-4-pentenone